ClC1=CC(=C(C=C1)C1(OC2=C(O1)C=CC=C2C2=CC(=C(CC1=NC3=C(N1CC1(CC1)CC#N)C=C(C=C3)C(=O)OC)C(=C2)F)F)C)F Methyl 2-(4-(2-(4-chloro-2-fluorophenyl)-2-methylbenzo[d][1,3]dioxol-4-yl)-2,6-difluorobenzyl)-1-((1-(cyanomethyl) cyclopropyl) methyl)-1H-benzo[d]imidazole-6-carboxylate